cis-3-(4-chlorophenyl)cyclopentane-1-carboxylic acid ClC1=CC=C(C=C1)[C@H]1C[C@H](CC1)C(=O)O